NC1=NC=C(C=N1)C#CCN1C(C(CCC2=C1C=CC(=C2)F)C2=C(C=C(C=C2)C(F)(F)F)C(F)(F)F)=O 1-[3-(2-aminopyrimidin-5-yl)prop-2-ynyl]-3-[2,4-bis(trifluoromethyl)phenyl]-7-fluoro-2,3,4,5-tetrahydro-1H-1-benzazepin-2-one